C(C)(C)(C)OC(=O)N1[C@H]2CC(C[C@@H]1CC2)[C@@H]2[C@@H](CN(CC2)C2=NC=C(C=N2)Cl)OC (1R,3s,5S)-3-((3S,4R)-1-(5-chloropyrimidin-2-yl)-3-methoxypiperidin-4-yl)-8-azabicyclo[3.2.1]octane-8-carboxylic acid tert-butyl ester